5-((3-(4-cyclopropyl-1,2,3,4-tetrahydroquinoxaline-1-carbonyl)pyridin-4-yl)oxy)benzofuran-3-carboxylic acid chloromethyl ester ClCOC(=O)C1=COC2=C1C=C(C=C2)OC2=C(C=NC=C2)C(=O)N2CCN(C1=CC=CC=C21)C2CC2